ClC=1C(=C(CNC(=O)C=2C(C(=C3N([C@H]4[C@@H](C=C[C@@H](N(C3=O)C4)C)OC)C2)O)=O)C=CC1F)F (3S,6R,7R)-N-(3-chloro-2,4-difluorobenzyl)-12-hydroxy-6-methoxy-3-methyl-1,11-dioxo-1,6,7,11-tetrahydro-3H-2,7-methanopyrido[1,2-a][1,4]diazonine-10-carboxamide